(2R,3S)-3-((6-fluoro-2-(2-methoxy-7-methylquinoxalin-5-yl)thiazolo[5,4-b]pyridin-5-yl) oxy)butan-2-yl (6-methylpyridin-3-yl)carbamate CC1=CC=C(C=N1)NC(O[C@H](C)[C@H](C)OC1=C(C=C2C(=N1)SC(=N2)C2=C1N=CC(=NC1=CC(=C2)C)OC)F)=O